C(CC)OC([C@H](CC1=CC=C(C=C1)Br)NS(=O)(=O)CCCC)=O (S)-3-(4-bromophenyl)-2-(n-butylsulfonamido)-propionic acid n-propyl ester